ClC1=C(C=CC(=C1)F)C1(CC1)C1=NOC(=N1)C1=NN(C(=C1)C(F)F)CC(=O)NCC1CC1 2-(3-(3-(1-(2-chloro-4-fluorophenyl)cyclopropyl)-1,2,4-oxadiazol-5-yl)-5-(difluoromethyl)-1H-pyrazol-1-yl)-N-(cyclopropylmethyl)acetamide